α-octyl cyanoacrylate C(#N)C(C(=O)OCCCCCCCC)=C